1-((3aR,5R,6S,6aR)-5-((R)-2,2-dimethyl-1,3-dioxolan-4-yl)-2,2-dimethyltetrahydrofurano[2,3-d][1,3]dioxol-6-yl)-4-iodo-1H-pyrazole CC1(OC[C@@H](O1)[C@H]1[C@@H]([C@@H]2[C@@H](OC(O2)(C)C)O1)N1N=CC(=C1)I)C